2-(3-bromophenoxy)-5-chloro-3-fluoropyridine BrC=1C=C(OC2=NC=C(C=C2F)Cl)C=CC1